glycylglycyl-L-valyl-L-leucyl-L-valyl-L-glutaminyl-L-prolyl-glycine NCC(=O)NCC(=O)N[C@@H](C(C)C)C(=O)N[C@@H](CC(C)C)C(=O)N[C@@H](C(C)C)C(=O)N[C@@H](CCC(N)=O)C(=O)N1[C@@H](CCC1)C(=O)NCC(=O)O